NC(=O)CC1=C(C=CC=C1)B1OC(C)(C)C(C)(C)O1 2-(aminocarbonyl-methyl)phenylboronic acid pinacol ester